C1CCC2=NN=CC=C12 4,5-diazaindane